C(C)(C)(C)NC(CN(C=1C2=C(N=C(N1)C1=NC=CC(=C1)SC)CCC2)C)=O N-tert-butyl-2-[methyl({2-[4-(methylsulfanyl)pyridin-2-yl]-5H,6H,7H-cyclopenta[d]pyrimidin-4-yl})amino]acetamide